N-[2-(2-[[2-(2,6-Dioxopiperidin-3-Yl)-1,3-Dioxoisoindol-4-Yl]Amino]Ethoxy)ethyl]azetiDine-3-Sulfonamide O=C1NC(CCC1N1C(C2=CC=CC(=C2C1=O)NCCOCCNS(=O)(=O)C1CNC1)=O)=O